COC1=CC=2N(C=C1N)C=CN2 7-methoxy-imidazo[1,2-a]pyridin-6-amine